C1(CC1)OC1=CC(=CC2=C1N=C(S2)N2[C@@H]1C[C@H]([C@H](C2=O)C1)OCC=1C(=NOC1C1CC1)C1=C(C=CC=C1Cl)Cl)C(=O)O 4-cyclopropoxy-2-((1s,4r,5r)-5-((5-cyclopropyl-3-(2,6-dichlorophenyl)isoxazol-4-yl)methoxy)-3-oxo-2-azabicyclo[2.2.1]heptan-2-yl)benzo[d]thiazole-6-carboxylic acid